ethyl 5'-bromo-3-methyl-2-oxo-2H-[1,3'-bipyridine]-5-carboxylate BrC=1C=C(C=NC1)N1C(C(=CC(=C1)C(=O)OCC)C)=O